[Ru+2].ClC(C(O)O)(Cl)Cl chloral hydrate ruthenium (II)